The molecule is a dipeptide obtained by formal condensation of the carboxy group of L-asparagine with the amino group of L-methionine. It derives from a L-asparagine and a L-methionine. CSCC[C@@H](C(=O)O)NC(=O)[C@H](CC(=O)N)N